CC=1C=C(C=C(C1)C)C1=C(C(=NC(=C1N1C2=C(C=3C=CC=CC13)N=CC=C2)N2C1=CC=C(C=C1C=1C=C(C=CC21)C2=CC=CC=C2)C2=CC=CC=C2)N2C1=C(C=3C=CC=CC23)N=CC=C1)N1C2=C(C=3C=CC=CC13)N=CC=C2 5,5',5''-(4-(3,5-dimethylphenyl)-6-(3,6-diphenyl-9H-carbazol-9-yl)pyridine-2,3,5-triyl)tris(5H-pyrido[3,2-b]indole)